CS(=O)(=O)C1=CC=C(C=C1)C1=NN2C(=NC=3C=CC=CC3C2=N1)N[C@H]1C(NCCC1)=O (3R)-3-({2-[4-(methanesulfonyl)phenyl][1,2,4]triazolo[1,5-c]quinazolin-5-yl}amino)piperidin-2-one